ClC1=CC(=C(C=C1)C1=CC=C(C=C1)N1CCN(CC1)CC(C)C)N1CCCCC1 1-[4-Chloro-4'-(4-isobutylpiperazin-1-yl)[biphenyl]-2-yl]piperidin